ClC=1C=C2C(=NC1O)C(=C(N2)C2=NC(=NN2)C(F)(F)F)C=2C=NNC2 6-chloro-3-(1H-pyrazol-4-yl)-2-(3-(trifluoromethyl)-1H-1,2,4-triazol-5-yl)-1H-pyrrolo[3,2-b]pyridin-5-ol